1,1-bis(4-cyanatophenyl)isobutane tert-butyl-(4S)-4-(4-{2-[(1S,3S)-5-(4-amino-3-methoxybenzoyl)-5-azaspiro[2.5]octan-1-yl]ethynyl}-1-oxo-3H-isoindol-2-yl)-4-carbamoylbutanoate C(C)(C)(C)OC(CC[C@@H](C(N)=O)N1C(C2=CC=CC(=C2C1)C#C[C@@H]1C[C@]12CN(CCC2)C(C2=CC(=C(C=C2)N)OC)=O)=O)=O.O(C#N)C2=CC=C(C=C2)C(C(C)C)C2=CC=C(C=C2)OC#N